3,3-dimethyl-1-(4-(((2s,3r,4r,5s)-3,4,5-trihydroxy-2-(hydroxymethyl)piperidin-1-yl)methyl)piperidin-1-yl)butan-1-one CC(CC(=O)N1CCC(CC1)CN1[C@H]([C@H]([C@@H]([C@H](C1)O)O)O)CO)(C)C